N1N=CC=C1CN1C(N(C2=NC(=NC=C12)N)[C@@H]1O[C@@H]([C@H]([C@H]1O)F)CO)=O ((1H-pyrazol-5-yl)methyl)-2-amino-9-((2R,3S,4S,5R)-4-fluoro-3-hydroxy-5-(hydroxymethyl)tetrahydrofuran-2-yl)-7,9-dihydro-8H-purin-8-one